CC(C(CCC)O)O trans-2,3-hexanediol